1-triethoxysilyl-6-bis(methyldimethoxysilylpropylamino)methylsilylhexane C(C)O[Si](CCCCCC[SiH2]C(NCCC[Si](C)(OC)OC)NCCC[Si](OC)(OC)C)(OCC)OCC